4-[2-(5-methyl-1-phenyl-pyrazol-3-yl)oxyethyl]morpholine CC1=CC(=NN1C1=CC=CC=C1)OCCN1CCOCC1